N-(5-((2-(2-azabicyclo[2.2.2]octan-2-yl)ethyl)carbamoyl)-2-methylpyridin-3-yl)-2-bromopyrazolo[5,1-b]thiazole-7-carboxamide C12N(CC(CC1)CC2)CCNC(=O)C=2C=C(C(=NC2)C)NC(=O)C=2C=NN1C2SC(=C1)Br